O1C(OCC1)C1CCN(CC1)C1=CC2=C(N(C(N2C)=O)C2C(NC(CC2)=O)=O)C=C1 3-(5-(4-(1,3-Dioxolan-2-yl)piperidin-1-yl)-3-methyl-2-oxo-2,3-dihydro-1H-benzo[d]imidazol-1-yl)piperidine-2,6-dione